2-(3,5-dichlorophenyl)oxirane ClC=1C=C(C=C(C1)Cl)C1OC1